[N-[4-Amino-5-[6-(difluoromethoxy)pyridin-3-carbonyl]thiazol-2-yl]-3-chloro-4-(trifluoromethoxy)anilino]propanamid NC=1N=C(SC1C(=O)C=1C=NC(=CC1)OC(F)F)N(C1=CC(=C(C=C1)OC(F)(F)F)Cl)C(C(=O)N)C